CO[Si](CCCNC)(OC)OC (3-trimethoxysilylpropyl)methylamine